C(C1=CC=CC=C1)OC(=O)N1[C@H]2CC(C[C@@H]1CC2)(O)C(C)(C)C (1R,3R,5S)-3-(tert-butyl)-3-hydroxy-8-azabicyclo[3.2.1]octane-8-carboxylic acid benzyl ester